ClC=1C(=NC=CC1C1=NOC(=N1)C(F)(F)F)OCC1=NN(C=C1)C 3-chloro-2-[(1-methyl-1H-pyrazol-3-yl)methoxy]-4-[5-(trifluoromethyl)-1,2,4-oxadiazol-3-yl]pyridine